methyl 7-(4-(4-(tert-butoxycarbonyl) piperazin-1-yl) phenyl)-3-iodoimidazo[1,2-b]pyridazine-6-carboxylate C(C)(C)(C)OC(=O)N1CCN(CC1)C1=CC=C(C=C1)C1=CC=2N(N=C1C(=O)OC)C(=CN2)I